F[C@@H]1CNC[C@H]1OC1=CC=NC=C1 (3R,4R)-3-fluoro-4-(pyridin-4-yloxy)pyrrolidin